ClC1=C(C(=O)N(CCOCC)C2(CC2)C#N)C=C(C=C1)C=1C=NN(C1)C=1N(N=C(C1OC(F)F)C(C(F)(F)F)(C(F)(F)F)F)C 2-chloro-N-(1-cyanocyclopropyl)-5-[1-[4-(difluoromethoxy)-2-methyl-5-[1,2,2,2-tetrafluoro-1-(trifluoromethyl)ethyl]pyrazol-3-yl]pyrazol-4-yl]-N-(2-ethoxyethyl)benzamide